2-ethyl-1-[8-methoxy-9-(1-methylpyrazol-3-yl)-1-(2-thienyl)-5,6-dihydropyrrolo[2,1-a]isoquinoline-3-carbonyl]pyrrolidine-2-carboxylic acid C(C)C1(N(CCC1)C(=O)C1=CC(=C2N1CCC1=CC(=C(C=C21)C2=NN(C=C2)C)OC)C=2SC=CC2)C(=O)O